1-(1-methylpropoxycarbonyl)-2-(2-hydroxyethyl)piperidine sodium 2'-fluoro-5'-methoxy-6-methyl-[4,4'-bipyridine]-3-carboxylate FC1=NC=C(C(=C1)C1=C(C=NC(=C1)C)C(=O)[O-])OC.[Na+].CC(CC)OC(=O)N1C(CCCC1)CCO